bromo-4-(3,4-dimethylbenzyl)-7-((2S,5R)-5-ethyl-2-methyl-4-(1-(quinoxalin-6-yl)ethyl)piperazin-1-yl)-2-(tetrahydro-2H-pyran-2-yl)-2,4-dihydro-5H-pyrazolo[4,3-B]pyridin-5-one BrC=1N(N=C2C1N(C(C=C2N2[C@H](CN([C@@H](C2)CC)C(C)C=2C=C1N=CC=NC1=CC2)C)=O)CC2=CC(=C(C=C2)C)C)C2OCCCC2